4-(2-fluoropyridin-4-yl)-1H-1,2,3-triazol FC1=NC=CC(=C1)C=1N=NNC1